tert-butyl (2S)-4-(3-chloroquinoxalin-2-yl)-2-methyl-piperazine-1-carboxylate ClC=1C(=NC2=CC=CC=C2N1)N1C[C@@H](N(CC1)C(=O)OC(C)(C)C)C